CN1N=C2C(CN(C=3C(=CC=CC23)NC2=CC(=NC=C2C(=O)NC([2H])([2H])[2H])NC(C(C)(C)O)=O)C)=C1 4-((2,5-dimethyl-4,5-dihydro-2H-pyrazolo[4,3-c]quinolin-6-yl)amino)-6-(2-hydroxy-2-methylpropanamido)-N-(methyl-d3)nicotinamide